2-adamantyl α-chloroacrylate ClC(C(=O)OC1C2CC3CC(CC1C3)C2)=C